N2-[2-[2-(2-aminoethoxy)ethoxy]ethyl]-N4-cyclopentyl-6-(2-thienyl)-1,3,5-triazine-2,4-diamine NCCOCCOCCNC1=NC(=NC(=N1)NC1CCCC1)C=1SC=CC1